5-{[(2-bromo-5-fluorophenyl)amino]methylidene}-2,2-dimethyl-1,3-dioxane-4,6-dione BrC1=C(C=C(C=C1)F)NC=C1C(OC(OC1=O)(C)C)=O